ClC=1C(=C2N=C(N=C3N([C@H](COC(N1)=C32)C)CC(F)F)S(=O)(=O)C)F (12S)-7-chloro-13-(2,2-difluoroethyl)-6-fluoro-12-methyl-3-methylsulfonyl-10-oxa-2,4,8,13-tetraazatricyclo[7.4.1.05,14]tetradeca-1,3,5,7,9(14)-pentaene